FC=1C=C(C=CC1C(NC(C)C)=O)C1=C(C=2C(=NC=C3C2N(C(N3C)=O)[C@H]3C[C@@H](CC3)NC(OC)=O)N1)C1=CC(=CC=C1)F methyl ((1R,3R)-3-(7-(3-fluoro-4-(isopropylcarbamoyl)phenyl)-8-(3-fluorophenyl)-3-methyl-2-oxo-3,6-dihydroimidazo[4,5-d]pyrrolo[2,3-b]pyridin-1(2H)-yl)cyclopentyl)carbamate